tert-butyl 4-[5-[4-amino-3-(difluoromethyl)pyrazol-1-yl]pyrimidin-2-yl]piperazine-1-carboxylate NC=1C(=NN(C1)C=1C=NC(=NC1)N1CCN(CC1)C(=O)OC(C)(C)C)C(F)F